bis-phenethyl-phenol phosphate P(=O)(O)(O)OC1=C(C(=CC=C1)CCC1=CC=CC=C1)CCC1=CC=CC=C1